N[C@H]1CN(CCC1)C(=O)C1=CC2=C(N(C(=N2)C=2NC3=C(C=CC=C3C2)CC)C)C=C1 (R)-(3-Aminopiperidin-1-yl)(2-(7-ethyl-1H-indol-2-yl)-1-methyl-1H-benzo[d]imidazol-5-yl)methanon